trans-2,6-dimethyl-4-oxo-piperidine-1-carboxylic acid tert-butyl ester C(C)(C)(C)OC(=O)N1[C@H](CC(C[C@@H]1C)=O)C